ethyl 2-(4-chlorophenyl)-4-(((4-chlorophenyl)amino)methyl)thiazole-5-carboxylate ClC1=CC=C(C=C1)C=1SC(=C(N1)CNC1=CC=C(C=C1)Cl)C(=O)OCC